FC(C=1N=C(SC1)CC1CC2(CN(C2)C(=O)N2CC3(C2)NC(OC3)=O)C1)(F)F 2-[6-[[4-(trifluoromethyl)thiazol-2-yl]methyl]-2-azaspiro[3.3]heptane-2-carbonyl]-7-oxa-2,5-diazaspiro[3.4]octan-6-one